BrC1=NC=C(C=C1CN1N=NC(=C1)CC)F 2-bromo-3-[(4-ethyl-1H-1,2,3-triazol-1-yl)methyl]-5-fluoropyridine